3-(3-((5-(2,4-difluorophenyl)-1,3,4-oxadiazol-2-yl)thio)propoxy)-5,7-dimethoxy-2-(3,4,5-trimethoxyphenyl)-4H-chromen-4-one FC1=C(C=CC(=C1)F)C1=NN=C(O1)SCCCOC1=C(OC2=CC(=CC(=C2C1=O)OC)OC)C1=CC(=C(C(=C1)OC)OC)OC